1-octadecanoyl-2-(4Z,7Z,10Z,13Z,16Z,19Z-docosahexaenoyl)-sn-glycero-3-phosphoserine CCCCCCCCCCCCCCCCCC(=O)OC[C@H](COP(=O)(O)OC[C@@H](C(=O)O)N)OC(=O)CC/C=C\C/C=C\C/C=C\C/C=C\C/C=C\C/C=C\CC